2,6-Difluoro-N1-(2-fluoro-4-(trifluoromethyl)benzyl)-4-nitrobenzene-1,3-diamine FC1=C(C(=CC(=C1N)[N+](=O)[O-])F)NCC1=C(C=C(C=C1)C(F)(F)F)F